N1=CC(=CC=C1)C(C(C=1C=NC=CC1)C1=C(C2=CC=CC=C2C(=C1)C(=O)O)C(=O)O)C1=C(C2=CC=CC=C2C(=C1)C(=O)O)C(=O)O.[Zn] Zinc (trans-1,2-bis(3-pyridinyl)-ethylene)-bis(1,4-naphthalenedicarboxylic acid)